3,3-dimethoxypropyl-zinc chloride [Cl-].COC(CC[Zn+])OC